BrCC1=NC(=CN=C1)C1=CC(=C(C=C1)OC(F)F)OCC1CC1 (bromomethyl)-6-(3-(cyclopropylmethoxy)-4-(difluoromethoxy)phenyl)pyrazine